OC=1C=C(C=CC1O)/C=C/C=1OC(=CC(C1)=O)O 2-[(E)-2-(3,4-dihydroxyphenyl)vinyl]-6-hydroxypyran-4-one